myristoleoylcarnitine CCCC/C=C\CCCCCCCC(=O)C(CC(=O)[O-])(C[N+](C)(C)C)O